C1=CC=CC=2C3=CC=CC=C3C(C12)COC(N(C)CC=1OC(=NN1)C1=CC(=NC=C1CNC(=O)OC(C)(C)C)C1=CC=C(C=C1)F)=O (9H-fluoren-9-yl)methyl-((5-(5-(((tert-butoxycarbonyl)amino)methyl)-2-(4-fluorophenyl)pyridin-4-yl)-1,3,4-oxadiazol-2-yl)methyl)(methyl)carbamate